tertbutyl 4-(2-carbamothioylethyl)piperidine-1-carboxylate C(N)(=S)CCC1CCN(CC1)C(=O)OC(C)(C)C